2,2,6,6-tetramethyl-piperidine-4-ol CC1(NC(CC(C1)O)(C)C)C